C1(CC1)[C@]1(C(N(CC1)C1=C2C(=NC=C1)NC(=C2)C2=CC(=NC=C2)OC)=O)C#N (3S)-3-cyclopropyl-1-[2-(2-methoxypyridin-4-yl)-1H-pyrrolo[2,3-b]pyridin-4-yl]-2-oxopyrrolidine-3-carbonitrile